1-methyl-9H-pyrido[3,4-b]indole-3-carboxylic acid CC1=NC(=CC2=C1NC1=CC=CC=C21)C(=O)O